N=1C=CN2C1C=C(C=C2)NC(C(N2[C@H](CC[C@@H](C2)C)C=2C=CC1=C(N=C(S1)[C@H]1[C@@H](CN(CC1)C)C)C2)=O)=O |o1:27,28| N-imidazo[1,2-a]pyridin-7-yl-2-oxo-2-[(2R,5S)-5-methyl-2-[2-[rel-(3S,4R)-1,3-dimethyl-4-piperidyl]-1,3-benzothiazol-5-yl]-1-piperidyl]acetamide